C(C)(C)(C)C1N(CCCC1)C1=C(C=NC=C1F)Br tert-butyl-1-(3-bromo-5-fluoropyridin-4-yl)piperidine